N-(6-(6-chloropyridin-3-yl)-1-(4,4-difluorocyclohexyl)-1H-pyrazolo[3,4-d]pyrimidin-4-yl)-5-nitrothiophene-2-carboxamide ClC1=CC=C(C=N1)C1=NC(=C2C(=N1)N(N=C2)C2CCC(CC2)(F)F)NC(=O)C=2SC(=CC2)[N+](=O)[O-]